N[C@H]1CS(C2=C(N(C1=O)CC1=CC=C(C=C1)Cl)C=C(C(=C2)F)C2=NOC(=N2)C21CN(CC(C2)C1)C(=O)OCC)(=O)=O ethyl 1-[3-[(3R)-3-amino-5-[(4-chlorophenyl)methyl]-8-fluoro-1,1,4-trioxo-2,3-dihydro-1λ6,5-benzothiazepin-7-yl]-1,2,4-oxadiazol-5-yl]-3-azabicyclo[3.1.1]heptane-3-carboxylate